3,3-difluoro-2-(2-methoxy-2-oxoethyl)pyrrolidine-1-carboxylic acid tert-butyl ester C(C)(C)(C)OC(=O)N1C(C(CC1)(F)F)CC(=O)OC